NC1CCC(CC1)NC1=NC=2C=C(C=CC2C=2N1C=C(N2)C)C(=O)OC Methyl 5-(((1R,4R)-4-aminocyclohexyl)amino)-2-methylimidazo[1,2-c]quinazoline-8-carboxylate